CS(=O)(=O)OCCC1=NN2C(N(C(C(CC2)NC(=O)OC(C)(C)C)=O)C)=C1 2-[6-(tert-butoxycarbonyl amino)-4-methyl-5-oxo-7,8-dihydro-6H-pyrazolo[1,5-a][1,3]diazepin-2-yl]ethyl methanesulfonate